FC(C(=O)O)(F)F.NC1=C2C(=NC=N1)N(N=C2C=2C=CC1=C(N=C(O1)N)C2)C2CCNCC2 5-(4-amino-1-(piperidin-4-yl)-1H-pyrazolo[3,4-d]pyrimidin-3-yl)benzo[d]oxazol-2-amine trifluoroacetate salt